8-Oxa-2-aza-spiro[4.5]decane-2-carboxylic acid [7-(5-amino-6-fluoro-pyridin-3-yl)-4-methoxy-thiazolo[4,5-c]pyridin-2-yl]-amide NC=1C=C(C=NC1F)C=1C2=C(C(=NC1)OC)N=C(S2)NC(=O)N2CC1(CC2)CCOCC1